3-(6-bromo-3-pyridyl)azetidine BrC1=CC=C(C=N1)C1CNC1